C(C)(C)(C)OC(=O)N1CCC2(CC1)CC=C(CC2)B2OC(C(O2)(C)C)(C)C.CN(C2=CC(=C(C=C2)C(=C)C)[N+](=O)[O-])C N,N-dimethyl-3-nitro-4-(prop-1-en-2-yl)aniline tert-butyl-9-(4,4,5,5-tetramethyl-1,3,2-dioxa-borolan-2-yl)-3-azaspiro[5.5]undec-8-ene-3-carboxylate